NC=1C=CC2=C(OCC(N2CC2=CC(=CC=C2)C(F)F)=O)C1 7-amino-4-(3-(difluoromethyl)benzyl)-2H-benzo[b][1,4]oxazin-3(4H)-on